ClC[C@H](CC1=CC=CC=C1)N1C(=NC=C1)CCO (S)-1-(1-chloro-3-phenyl-2-propyl)-imidazoleethanol